(E)-methyl-2-acetoxy-5-(3-oxo-3-(2-oxo-2,5-dihydro-1H-pyrrol-1-yl)prop-1-ene-1-yl)benzoate COC(C1=C(C=CC(=C1)\C=C\C(N1C(C=CC1)=O)=O)OC(C)=O)=O